(1-fluoro-1-((1-methyl-3-(trifluoromethyl)-1H-pyrazol-4-yl)sulfonyl)ethyl)piperidine hydrochloride Cl.FC(C)(S(=O)(=O)C=1C(=NN(C1)C)C(F)(F)F)N1CCCCC1